6-(4-chlorobenzyl)-8-(morpholin-4-yl)-2,2',3',5',6,6'-hexahydro-5h-spiro[imidazo[1,2-c]pyrido[2,3-e]pyrimidine-3,4'-pyran]-5-one ClC1=CC=C(CN2C(N3C(C4=C2C=C(C=N4)N4CCOCC4)=NCC34CCOCC4)=O)C=C1